C(C)OC(C(CC(C(\C=C\C1=CC=C2C=CC(=NC2=C1)N(C)NC(=O)OC(C)(C)C)(C)C)=O)C1CCCC1)=O (E)-7-[2-[(tert-Butoxycarbonylamino)-methyl-amino]-7-quinolinyl]-2-cyclopentyl-5,5-dimethyl-4-oxo-hept-6-enoic acid ethyl ester